3-(5-((4-(5,6-dimethylthieno[2,3-d]pyrimidin-4-yl)piperidin-1-yl)methyl)-1-oxoisoindolin-2-yl)piperidine-2,6-dione CC1=C(SC=2N=CN=C(C21)C2CCN(CC2)CC=2C=C1CN(C(C1=CC2)=O)C2C(NC(CC2)=O)=O)C